3-(BUTYLSULFONAMIDO)PHENYLBORONIC ACID C(CCC)S(=O)(=O)NC=1C=C(C=CC1)B(O)O